L-6-mercapto-1-hexanol SCCCCCCO